C(C1=CC=CC=C1)N1N=C(C=C1)C(C1(CCN(CC1)C(=O)OC(C)(C)C)COS(=O)(=O)C)O tert-butyl 4-((1-benzyl-1H-pyrazol-3-yl)(hydroxy)methyl)-4-(((methylsulfonyl)oxy)methyl)piperidine-1-carboxylate